C(CCCC=C)OC1=CC=C(C=C1)\N=N\C1=CC=C(C=C1)OCCCCC=C E-1,2-Bis(4-hex-5-enyloxyphenyl)diazene